2-(diethylamino)ethyl 3-(6-methoxy-2-naphthyl)propionate COC=1C=C2C=CC(=CC2=CC1)CCC(=O)OCCN(CC)CC